5-(3-cyclopropylpyrazolo[1,5-a]pyrimidin-5-yl)-N-(6-(4-methylpiperazin-1-yl)pyridin-3-yl)-7H-pyrrolo[2,3-d]pyrimidin-2-amine C1(CC1)C=1C=NN2C1N=C(C=C2)C2=CNC=1N=C(N=CC12)NC=1C=NC(=CC1)N1CCN(CC1)C